N[C@@H]1CCC2=CC=CC=C12 |r| (±)-1-aminoindan